CN(CC#CC1=CC=C(C=C1)C1=N[C@H](C=2N(C3=C1C(=C(S3)C)C)C(=NN2)C)CC(=O)OC(C)(C)C)C tert-butyl (S)-2-(4-(4-(3-(dimethylamino)prop-1-yn-1-yl)phenyl)-2,3,9-trimethyl-6H-thieno[3,2-f][1,2,4]triazolo[4,3-a][1,4]diazepin-6-yl)acetate